1-methyl-N-(2-(2-(methylsulfonyl)phenyl)-1H-pyrrolo[2,3-b]pyridin-6-yl)-1H-1,2,4-triazole-5-carboxamide CN1N=CN=C1C(=O)NC1=CC=C2C(=N1)NC(=C2)C2=C(C=CC=C2)S(=O)(=O)C